ClC=1C=C(C=CC1OC(F)(F)F)N(C(C#C[Si](C(C)C)(C(C)C)C(C)C)=O)C1C(CCC1)CC(=O)O 2-(2-(N-(3-chloro-4-(trifluoromethoxy)phenyl)-3-(triisopropylsilyl)propiolamido)cyclopentyl)acetic acid